2-(5-Fluoro-6-hydroxybenzo[d]thiazol-2-yl)-1-thia-3-azaspiro[4.5]dec-2-en FC=1C(=CC2=C(N=C(S2)C=2SC3(CN2)CCCCC3)C1)O